(1S,2S,4R,8S,9S,11S,12S,13R)-8-(2-{[1-(2-aminoacetyl)azetidin-2-yl]oxy}acetyl)-11-hydroxy-9,13-dimethyl-6-propyl-5,7-dioxapentacyclo[10.8.0.02,9.04,8.013,18]eicosan-14,17-dien-16-one NCC(=O)N1C(CC1)OCC(=O)[C@@]12OC(O[C@@H]1C[C@H]1[C@@H]3CCC4=CC(C=C[C@@]4([C@H]3[C@H](C[C@]21C)O)C)=O)CCC